δ-stearolactone C1(CCCC(CCCCCCCCCCCCC)O1)=O